[N+](=O)([O-])[O-].[Ga+3].[N+](=O)([O-])[O-].[N+](=O)([O-])[O-] Gallium(III) nitrat